4-(((7-(cyclopentylamino)-4-oxo-3,4-dihydro-quinazolin-2-yl)methyl)thio)piperidine-1-carboxylic acid tert-butyl ester C(C)(C)(C)OC(=O)N1CCC(CC1)SCC1=NC2=CC(=CC=C2C(N1)=O)NC1CCCC1